ClC1=C(N=C(C=2C(N3[C@@H](COC21)CN(CC3)C(=O)OC(C)(C)C)=O)C3C(CN(CC3)C)C)C3=C(C=CC=C3O)F tert-butyl (6aR)-4-chloro-1-(1,3-dimethylpiperidin-4-yl)-3-(2-fluoro-6-hydroxyphenyl)-12-oxo-6a,7,9,10-tetrahydro-12H-pyrazino[2,1-c]pyrido[3,4-f][1,4]oxazepine-8(6H)-carboxylate